methyl 6-(4-(3-bromo-1-isobutyl-1H-pyrrolo[2,3-b]pyridine-6-carbonyl)-3,3-dimethylpiperazin-1-yl)-2,4-dimethylnicotinate BrC1=CN(C2=NC(=CC=C21)C(=O)N2C(CN(CC2)C2=NC(=C(C(=O)OC)C(=C2)C)C)(C)C)CC(C)C